CC1(NC2=CC=CC(=C2C=C1)C1=NC=CC=C1)C 2,2-dimethyl-5-(pyridin-2-yl)-1,2-dihydroquinoline